3-(1,3-dithian-2-yl)butan-1-ol S1C(SCCC1)C(CCO)C